N[C@H]1CN(CCC1)C(=O)C=1C=C2OCCN3C(=NC(C1)=C32)C=3N(C2=CC=CC=C2C3)CC3=NC=CN=C3 (R)-(3-Aminopiperidin-1-yl)(2-(1-(pyrazin-2-ylmethyl)-1H-indol-2-yl)-3,4-dihydro-5-oxa-1,2a-diazaacenaphthylen-7-yl)methanon